7-Chloro-6-fluoro-4-propyl-3,4-dihydro-2H-1,4-benzoxazine-5-carboxylic acid ClC=1C=C2C(N(CCO2)CCC)=C(C1F)C(=O)O